S(=O)(=O)(O)C(C(=O)O)CC(=O)O.C(CCCCC(C)C)[Na] monoisooctyl-sodium sulfosuccinate